C(C1=CC=CC=C1)O[C@H](CO)C (S)-2-(benzyloxy)propan-1-ol